Methyl 2-(tert-butylamino)-6-methoxynicotinate C(C)(C)(C)NC1=C(C(=O)OC)C=CC(=N1)OC